[Cl-].C(C1CO1)[N+](CCCC)(CCCC)CCCC glycidyl-tributylammonium chloride